2-methoxycyclohexyl 4-(tetradecylamino)-4-oxobutanoate C(CCCCCCCCCCCCC)NC(CCC(=O)OC1C(CCCC1)OC)=O